C1(CC1)S(=O)(=O)NC=1SC=C(N1)C(C(=O)NC1=CC=C(C=C1)C1=NC(=CN=C1)OC)CCOC 2-(2-(cyclopropanesulfonamido)thiazol-4-yl)-4-methoxy-N-(4-(6-methoxypyrazin-2-yl)phenyl)butanamide